BrC=1C=C(C(=NC1)NC1CCN(CC1)C(=O)OC(C)(C)C)NCC(=O)OCC tert-Butyl 4-((5-bromo-3-((2-ethoxy-2-oxoethyl)amino)pyridin-2-yl)amino)piperidine-1-carboxylate